1-bromo-4-fluoro-2-methoxy-5-methylbenzene BrC1=C(C=C(C(=C1)C)F)OC